bis(3,4,5-trifluorophenyl)-4-iodophenylsulfonium chloride [Cl-].FC=1C=C(C=C(C1F)F)[S+](C1=CC=C(C=C1)I)C1=CC(=C(C(=C1)F)F)F